(R)-2-methoxy-2-phenyl-N-(5-(piperidin-4-ylamino)-1,3,4-thiadiazol-2-yl)acetamide CO[C@@H](C(=O)NC=1SC(=NN1)NC1CCNCC1)C1=CC=CC=C1